2,2-dichloropropanamide ClC(C(=O)N)(C)Cl